CC=1C(=C(C(=O)O)C=CC1)N.C(C=1C(N)=CC=CC1)(=O)OC methyl anthranilate (methyl-2-aminobenzoate)